C(COCCOCCOCCOCC#C)N1N=CC=C1C(=O)O 1-(3,6,9,12-Tetraoxapentadec-14-yn-1-yl)-1H-pyrazole-5-carboxylic acid